ClC1=C(C=C(C=2C3=C(NC12)CCNC(C3C)=O)OC3COCC3)Cl 7,8-Dichloro-1-methyl-10-((tetrahydrofuran-3-yl)oxy)-3,4,5,6-tetrahydroazepino[4,5-b]indol-2(1H)-one